ethyl {(3R)-1-[4-cyano-4-(4-fluorophenyl)cyclohexyl]pyrrolidin-3-yl}carbamate C(#N)C1(CCC(CC1)N1C[C@@H](CC1)NC(OCC)=O)C1=CC=C(C=C1)F